O1C2=C(N(CC1)C=O)C=NC=C2 (2,3-dihydro-4H-pyrido[4,3-b][1,4]oxazin-4-yl)methanone